BrC=1C=CC(=C(C1)N1C[C@H](C[C@H]1CO)NC(OC(C)(C)C)=O)NC(=O)C1=NC(=NC=C1)C1=C(C=CC=C1OC)F tert-Butyl ((3S,5S)-1-(5-bromo-2-(2-(2-fluoro-6-methoxyphenyl)pyrimidine-4-carboxamido)phenyl)-5-(hydroxymethyl)pyrrolidin-3-yl)carbamate